4-amino-8-(4,4,5,5-tetramethyl-1,3,2-dioxaborolan-2-yl)-N-propylisoquinoline-3-carboxamide NC1=C(N=CC2=C(C=CC=C12)B1OC(C(O1)(C)C)(C)C)C(=O)NCCC